[3-[(E)-(3-methylcarbazol-9-yl)iminomethyl]-4-[4-(6-prop-2-enoyloxyhexoxy)benzoyl]oxy-phenyl] 4-(6-prop-2-enoyloxyhexoxy)benzoate C(C=C)(=O)OCCCCCCOC1=CC=C(C(=O)OC2=CC(=C(C=C2)OC(C2=CC=C(C=C2)OCCCCCCOC(C=C)=O)=O)/C=N/N2C3=CC=CC=C3C=3C=C(C=CC23)C)C=C1